C(CC1=CC=CC=C1)N1C(NC2=CC=CC=C2C1=O)=S 3-phenethyl-2-thioxo-2,3-dihydroquinazolin-4(1H)-one